COC1=CC=C(C2=C1NC(=N2)NC(=O)N2C[C@H](CC2)S(=O)(=O)C)C=2C=NN(C2)C (S)-3-Methanesulfonyl-pyrrolidine-1-carboxylic acid [7-methoxy-4-(1-methyl-1H-pyrazol-4-yl)-1H-benzoimidazol-2-yl]-amide